O=C1NC(CCC1N1N=CC2=CC=CC(=C2C1=O)C#CCCC)=O 5-(3-(2,6-dioxopiperidin-3-yl)-4-oxo-3,4-dihydrophthalazin-5-yl)pent-4-yne